C(C)(C)N1N=CC(=C1)C1=NC(=NC=C1C)NC1=CC=C(CCNC(CCCl)=O)C=C1 N-(4-((4-(1-isopropyl-1H-pyrazol-4-yl)-5-methylpyrimidin-2-yl)amino)phenethyl)-3-chloropropanamide